C(C)(C)(C)S(=O)(=O)N1C2(COC2)C[C@@H](C1)N1CCCC2=CC(=CC(=C12)C1=C2C(=NC=C1)C=C(S2)CO)Cl (S)-(7-(1-(5-(tert-butylsulfonyl)-2-oxa-5-azaspiro[3.4]octan-7-yl)-6-chloro-1,2,3,4-tetrahydroquinolin-8-yl)thieno[3,2-b]pyridin-2-yl)methanol